O1C2=C(OCC1)C=C(C=C2)C2=C(C#N)C(=CC=C2)N2CCC(CC2)NC2CC1(C2)CCC1 2-(2,3-dihydrobenzo[b][1,4]dioxin-6-yl)-6-(4-(spiro[3.3]heptan-2-ylamino)piperidin-1-yl)benzonitrile